2-AMINO-5-FORMYLTHIAZOLE NC=1SC(=CN1)C=O